[18F]C1=CC=C(C(CBr)=O)C=C1 4-[18F]fluorophenacyl bromide